CC=1C=C(C=CC1C)N1N=C(C=2C=NC=3C=CC=CC3C21)C2=CC(=C(OCCN(C)C)C=C2)OC (2-{4-[1-(3,4-dimethylphenyl)-1H-pyrazolo[4,3-c]quinolin-3-yl]-2-methoxyphenoxy}ethyl)dimethylamine